(E)-3-((2-(4-(5-(methylamino) pyrazin-2-yl)but-1-en-3-yn-1-yl)benzo[d]thiazol-6-yl)amino)-2-oxopropyl 4-methylbenzenesulfonate CC1=CC=C(C=C1)S(=O)(=O)OCC(CNC1=CC2=C(N=C(S2)\C=C\C#CC2=NC=C(N=C2)NC)C=C1)=O